C(=O)O.C(C)OC1=NC=CC=C1C1=NC=2C(N(CC3(C2C=C1)CCN(CC3)C=3C(=C(OCC#N)C=CC3)C(F)(F)F)[C@@H]3CNCC3)=O (S)-2-(3-(2'-(2-ethoxypyridin-3-yl)-8'-oxo-7'-(pyrrolidin-3-yl)-7',8'-dihydro-6'H-spiro[piperidine-4,5'-[1,7]naphthyridin]-1-yl)-2-(trifluoromethyl)phenoxy)acetonitrile formate